tridecyl 3-((4-(((1-methylpiperidin-4-yl)methyl)amino)-3-(2-octyldodecanamido)-4-oxobutyl)thio)propanoate CN1CCC(CC1)CNC(C(CCSCCC(=O)OCCCCCCCCCCCCC)NC(C(CCCCCCCCCC)CCCCCCCC)=O)=O